1,1-dimethyl-3H-furo[3,4-c]pyridine-6-carboxylic acid CC1(OCC=2C=NC(=CC21)C(=O)O)C